BrC=1C(=NN(C1)CC)C=O 4-BROMO-1-ETHYL-1H-PYRAZOLE-3-CARBALDEHYDE